O1N=C(C=C1)C(C=O)C (isoxazol-3-yl)propanal